BrC1=NC=C(C=C1)C#N 2-bromo-5-cyanopyridine